O1CCCC=CC1 2,3,4,7-tetrahydrooxepin